ClC=1N=CC=C2C1N(C=C2C)C 7-chloro-1,3-dimethyl-1H-pyrrolo[2,3-c]pyridine